(DL)-proline N1[C@@H](CCC1)C(=O)O |r|